FC(C(CC(=O)NC(C(=O)O)CC)(C)C)(F)F 2-(4,4,4-trifluoro-3,3-dimethylbutanamido)butanoic acid